3-[9-(1-bromoethyl)-4,7-dimethyl-5-oxo-pyrazolo[3,4-C]isoquinolin-3-yl]piperidine-1-carboxylic acid benzyl ester C(C1=CC=CC=C1)OC(=O)N1CC(CCC1)N1N=CC2=C1N(C(C=1C=C(C=C(C21)C(C)Br)C)=O)C